2,3-dimethyl-aziridine CC1NC1C